CNC(=O)C1=CC=C(C=C1)C=1N=C2SC3=C(N2C1)C=CC(=C3)C(=O)NC3CC(C3)C (4-(methylcarbamoyl)phenyl)-N-(3-methylcyclobutyl)benzo[d]imidazo[2,1-b]thiazole-7-carboxamide